ethyl (R)-2-((difluoromethoxy)methyl)-5-(2,4-difluorophenyl)-3,4-dihydro-2H-pyrano[2,3-b]pyridine-7-carboxylate FC(OC[C@H]1CCC=2C(=NC(=CC2C2=C(C=C(C=C2)F)F)C(=O)OCC)O1)F